2-(4-chloro-3-fluorophenoxy)-N-(4-{2-[(6-cyclopropylpyridin-3-yl)oxy]acetylamino}-3-hydroxybicyclo[2.2.2]oct-1-yl)acetamide ClC1=C(C=C(OCC(=O)NC23CC(C(CC2)(CC3)NC(COC=3C=NC(=CC3)C3CC3)=O)O)C=C1)F